5-(3-chloroimidazo[1,2-a]pyrimidin-6-yl)-N-isobutylpyrrolo[2,1-f][1,2,4]triazin-2-amine ClC1=CN=C2N1C=C(C=N2)C=2C=CN1N=C(N=CC12)NCC(C)C